FC1=C(C(=CC=C1)F)C1=NC=2N(C(=N1)NC1=CC=C(C=C1)N1CCC(CC1)N1CCN(CC1)C)N=CC2 2-(2,6-difluorophenyl)-N-(4-(4-(4-methylpiperazin-1-yl)piperidin-1-yl)phenyl)pyrazolo[1,5-a][1,3,5]triazin-4-amine